Cl.N(=NC(C#N)(C)C)C(C#N)(C)C 2,2'-azobis(isobutyronitrile) hydrochloride